2,7-dicarboxy-4,5-diaza-9-fluorenone C(=O)(O)C1=CC=2C(C3=CC(=CN=C3C2N=C1)C(=O)O)=O